FC1=CC=C(CN2N=CC(=C2)CNC2=NC=3N([C@H](C(NC3C=N2)=O)C)C)C=C1 (7S)-2-(((1-(4-fluorobenzyl)-1H-pyrazol-4-yl)methyl)amino)-7,8-dimethyl-7,8-dihydropteridin-6(5H)-one